CC1=NC=CC=C1C(F)(F)F 2-methyl-3-(trifluoromethyl)pyridine